C[Si](CCOCN1C=CC=2C1=NC=C(C2)OC2=C(C(=O)O)C=CC=C2)(C)C 2-((1-((2-(trimethylsilyl)ethoxy)methyl)-1H-pyrrolo[2,3-b]pyridin-5-yl)oxy)benzoic acid